CN1C(C(=C(C2=CC=C(C=C12)OC1COC1)N1CCC(CC1)C=1OC2=C(N1)C=C(C=C2)C)C#N)=O 1-methyl-4-[4-(5-methyl-1,3-benzoxazol-2-yl)piperidin-1-yl]-7-[(oxetan-3-yl)oxy]-2-oxo-1,2-dihydroquinoline-3-carbonitrile